tert-butyl (2R)-2-methyl-4-{4-[(3-methyl-4-{[1,2,4]triazolo[1,5-a]pyridin-7-yloxy}phenyl)amino]pyrido[3,2-d]pyrimidin-6-yl}piperazine-1-carboxylate C[C@H]1N(CCN(C1)C=1C=CC=2N=CN=C(C2N1)NC1=CC(=C(C=C1)OC1=CC=2N(C=C1)N=CN2)C)C(=O)OC(C)(C)C